2-((S)-4-(2-(((S)-1-methylpyrrolidin-2-yl)methoxy)-6,7-dihydro-5H-pyrrolo[3,4-d]pyrimidin-4-yl)piperazin-2-yl)acetonitrile CN1[C@@H](CCC1)COC=1N=C(C2=C(N1)CNC2)N2C[C@@H](NCC2)CC#N